C1=CC=CC=2SC3=CC=CC=C3NC12.O1C(C=CC=C1)C#N pyranonitrile compound with phenothiazine